6-fluoro-3-(2H-1,2,3-triazol-2-yl)-4-(trifluoromethyl)-2-((trimethylsilyl)ethynyl)aniline FC1=CC(=C(C(=C1N)C#C[Si](C)(C)C)N1N=CC=N1)C(F)(F)F